FC1=C(COC2=CC=CC(=N2)C2=CC(=C(CC3=NC4=C(N3[C@@H]3COCC3(C)C)C=C(C=C4)C(=O)O)C=C2F)F)C=C(C(=C1)C)F (S)-2-(4-(6-((2,5-difluoro-4-methylbenzyl)oxy)pyridin-2-yl)-2,5-difluorobenzyl)-1-(4,4-dimethyltetrahydrofuran-3-yl)-1H-benzo[d]imidazole-6-carboxylic acid